C(C)(=O)NC=1SC=2C(=C3C(NC(C3=C(C2)C2=C(C(=O)N)C=C(C=C2F)C(F)(F)F)C2=C(C=CC(=C2)F)Cl)=O)N1 (2-acetamido-6-(2-chloro-5-fluorophenyl)-8-oxo-7,8-dihydro-6H-thiazolo[4,5-e]isoindol-5-yl)-3-fluoro-5-(trifluoromethyl)benzamide